FC=1C=C2C=3N(C=4C=CC=CC4C2=CC1F)C=1C=CC=CC1C3 2,3-difluoroindolo[1,2-f]phenanthridine